(4-amino-2-(7-fluoro-1-(2-fluorobenzyl)-1H-indazol-3-yl)pyrimidin-5-yl)(4,4-difluoropiperidin-1-yl)methanone NC1=NC(=NC=C1C(=O)N1CCC(CC1)(F)F)C1=NN(C2=C(C=CC=C12)F)CC1=C(C=CC=C1)F